6-chloro-N-(4-(5-methyl-1,2,4-oxadiazol-3-yl)benzyl)pyrazin-2-amine ClC1=CN=CC(=N1)NCC1=CC=C(C=C1)C1=NOC(=N1)C